COC=1C=C2C(=NC(=NC2=CC1C#CCN1CCCC1)N1CCCC1)NC1=CN=CO1 N-(6-methoxy-2-(pyrrolidin-1-yl)-7-(3-(pyrrolidin-1-yl)prop-1-yn-1-yl)quinazolin-4-yl)oxazol-5-amine